ClC=1N=CC2=C(N1)N(C=C2)C(F)(F)F 2-chloro-7-(trifluoromethyl)-7H-pyrrolo[2,3-d]pyrimidine